C(=O)(O)C=1C=C(CNC2=CC(=C(C=C2)C)C2=NOC(=N2)CC2=CC=CC=C2)C=CC1 N-(3-carboxy-benzyl)-4-methyl-3-(5-benzyl-1,2,4-oxadiazol-3-yl)aniline